N-(4,4-dimethyl-1-(1-(2,4,4-trimethylpentan-2-yl)-1H-tetrazol-5-yl)pentyl)-6-fluoroquinazolin-4-amine CC(CCC(C1=NN=NN1C(C)(CC(C)(C)C)C)NC1=NC=NC2=CC=C(C=C12)F)(C)C